ethylazan C(C)N